C(CCCCCCCCCCCCCCCCCCC)OS(=O)(=O)CCCCCCCCCCCCCCCCCCCC eicosyl-(eicosyl)sulfonic acid